C=1N=CN2C1C1=CC=CC=C1[C@@H]2C2C(C(OC2)(C)C)O 4-((s)-5H-Imidazo[5,1-a]isoindol-5-yl)-2,2-dimethyltetrahydrofuran-3-ol